C(C1=CC=CC=C1)S(=O)(=O)N1C(=CC=C1)C(=O)[O-] 1-toluenesulfonyl-1H-pyrrole-2-carboxylate